6-(4-carboxyphenylamino)-1,3,5-triazine C(=O)(O)C1=CC=C(C=C1)NC1=NC=NC=N1